OCCN1CCN(CC1)CCS(=O)(=O)O 4-(2-hydroxyethyl)-1-piperazine-ethanesulfonic acid